4-chloro-2,2'-bipyridine ClC1=CC(=NC=C1)C1=NC=CC=C1